(2S,5R)-3-(4-amino-3-nitrophenethyl)-2-(1-(4-bromophenyl)-3-(4-fluorophenyl)-1H-pyrazol-4-yl)-5-methyl-oxazolidin-4-one NC1=C(C=C(CCN2[C@@H](O[C@@H](C2=O)C)C=2C(=NN(C2)C2=CC=C(C=C2)Br)C2=CC=C(C=C2)F)C=C1)[N+](=O)[O-]